ClC1=CC2=C(CN(C[C@H]2C2=C(C=CC=C2)C=2C(=NN(C2)C)C(F)(F)F)C(=O)OC(C)(C)C)S1 tert-butyl (S)-2-chloro-4-(2-(1-methyl-3-(trifluoromethyl)-1H-pyrazol-4-yl)phenyl)-4,7-dihydrothieno[2,3-c]pyridine-6(5H)-carboxylate